ethyl 2-(4-hydroxytetrahydro-2H-pyran-4-yl)acetate OC1(CCOCC1)CC(=O)OCC